1-tert-butoxycarbonyl-3-(fluoromethyl)pyrrolidine-3-carboxylic acid C(C)(C)(C)OC(=O)N1CC(CC1)(C(=O)O)CF